N=1NC=C2NC=3C=CC(=CC3C21)S(=O)(N)=N 2H,4H-pyrazolo[4,3-b]indole-7-sulfonoimidamide